(S)-N-(2,4-dimethyl-5-oxo-5,6,7,8-tetrahydro-4H-pyrazolo[1,5-a][1,3]diazepin-6-yl)-1H-1,2,4-triazole-3-carboxamide CC1=NN2C(N(C([C@H](CC2)NC(=O)C2=NNC=N2)=O)C)=C1